5-cyano-N-[(1S)-3-(cyclopropylamino)-1-[[(3S,5R)-5-methyl-2-oxo-pyrrolidin-3-yl]methyl]-2,3-dioxo-propyl]-2-[[3-(trifluoromethyl)benzoyl]amino]benzamide C(#N)C=1C=CC(=C(C(=O)N[C@H](C(C(=O)NC2CC2)=O)C[C@H]2C(N[C@@H](C2)C)=O)C1)NC(C1=CC(=CC=C1)C(F)(F)F)=O